C1(CC1)O[C@H](C(=O)N[C@H](C(=O)OC(C)C)CCC(C=[N+]=[N-])=O)C isopropyl (S)-2-((S)-2-cyclopropoxypropanamido)-6-diazo-5-oxohexanoate